C(C1=CC=CC=C1)OCC1=NN(C(N1CC)=O)C=1C(=CN2C(C(=CC(=C2C1)C(C)C)C(=O)O)=O)F 8-(3-((Benzyloxy)methyl)-4-ethyl-5-oxo-4,5-dihydro-1H-1,2,4-triazol-1-yl)-7-fluoro-1-isopropyl-4-oxo-4H-quinolizine-3-carboxylic acid